tert-butyl-N-[2-[2-(2-azidoethoxy)ethoxy]ethyl]-N-methyl-carbamate C(C)(C)(C)OC(N(C)CCOCCOCCN=[N+]=[N-])=O